anthracene-2,6-dicarbonyl dichloride C1=C(C=CC2=CC3=CC(=CC=C3C=C12)C(=O)Cl)C(=O)Cl